5-methyl-3-nitroindole CC=1C=C2C(=CNC2=CC1)[N+](=O)[O-]